(3E)-15-bromo-3-pentadecen-1-ol BrCCCCCCCCCCC/C=C/CCO